3-(5-(1-methyl-4-((4-(methylsulfonyl)piperidin-1-yl)methyl)-1H-pyrrolo[2,3-b]pyridin-6-yl)-1-oxoisoindolin-2-yl)piperidine-2,6-dione CN1C=CC=2C1=NC(=CC2CN2CCC(CC2)S(=O)(=O)C)C=2C=C1CN(C(C1=CC2)=O)C2C(NC(CC2)=O)=O